7-cyclopentyl-2-{5-[4-(2-methyl-butyl)piperazin-1-yl]-pyridin-2-ylamino}-7H-pyrrolo[2,3-d]pyrimidine-6-carboxylic acid C1(CCCC1)N1C(=CC2=C1N=C(N=C2)NC2=NC=C(C=C2)N2CCN(CC2)CC(CC)C)C(=O)O